CC=1C=C2C(=NNC2=CC1)OB(O)O (5-methyl-1H-indazol-3-yl)boric acid